(5Z)-3-(2-hydroxyethyl)-5-[[1-(2-pyridyl)pyrazol-4-yl]methylene]-2-thioxo-thiazolidin-4-one OCCN1C(S\C(\C1=O)=C/C=1C=NN(C1)C1=NC=CC=C1)=S